C(C1=CC=CC=C1)OC1(C2=NN=C(C=3C(=CC(=C(NCC(CC=CC1)(C)C)N3)C(F)(F)F)[N+](=O)[O-])O2)C(F)(F)F 6-benzyloxy-11,11-dimethyl-17-nitro-6,15-bis(trifluoromethyl)-19-oxa-3,4,13,18-tetraazatricyclo[12.3.1.12,5]nonadeca-1(18),2,4,8,14,16-hexa-ene